FC(C=1C=C(C(=NO)Cl)C=CC1)(F)F 3-(trifluoromethyl)-N-hydroxybenzoimidoyl chloride